4-(4-methylphenoxy)benzylamine hydrochloride Cl.CC1=CC=C(OC2=CC=C(CN)C=C2)C=C1